N1=C(SC2=C1C1=C(C=C2)OCC1)N1CN[C@H]2[C@@H]1[C@@H](CC2)O |r| rac-(3aR,6R,6aR)-1-(7,8-dihydrofuro[3,2-e][1,3]benzothiazol-2-yl)-6-hydroxyhexahydrocyclopenta[d]imidazol